C(C)(C)(C)OC(=O)N1CC(C(CC1)(F)F)C=1C=NC(=C(C1)CN=[N+]=[N-])OC 3-(5-(azidomethyl)-6-methoxypyridin-3-yl)-4,4-difluoropiperidine-1-carboxylic acid tert-butyl ester